ClC1=C(C(=C2C=C(NC2=C1)C(=O)N[C@H](C(=O)N[C@@H](C[C@H]1C(NC(C1)(C)C)=O)C#N)CC1CC1)OC)F 6-chloro-N-[(1S)-2-[[(1S)-1-cyano-2-[(3R)-5,5-dimethyl-2-oxo-pyrrolidin-3-yl]ethyl]amino]-1-(cyclopropylmethyl)-2-oxo-ethyl]-5-fluoro-4-methoxy-1H-indole-2-carboxamide